C(C1=CC=CC=C1)N1CC2=C(N(C=3N(C2=O)CCN3)CC3=C(C=CC=C3)C)CC1 7-benzyl-10-(2-methylbenzyl)-2,6,7,8,9,10-hexahydroimidazo[1,2-A]pyrido[4,3-D]pyrimidine-5(3H)-one